CS(=O)(=O)O[C@H](C(=O)N)C (S)-1-amino-1-oxopropan-2-yl methanesulfonate